C(C1=CC=CC=C1)OC=1C=NC=CC1C1=NN2C(C(NCC2)=O)=C1NC1=C(C(=CC=C1)F)OC 2-[3-(benzyloxy)pyridin-4-yl]-3-[(3-fluoro-2-methoxyphenyl)amino]-5H,6H,7H-pyrazolo[1,5-a]pyrazin-4-one